FC(C1(NNC1)C1=CC=C(OCCCCCCCCOC2=CC=C(C=C2)C2(NNC2)C(F)(F)F)C=C1)(F)F 1,8-bis(4-(3-(trifluoromethyl)diazetidine-3-yl)phenoxy)octane